Inositol Phosphate [C@H]1([C@H](C([C@@H]([C@@H](C1O)O)O)OP(=O)(O)O)O)O